(2,3-dimethylphenyl)-6-methoxy-3-(6-((1S,4S)-5-methyl-2,5-diazabicyclo[2.2.1]hept-2-yl)pyridin-3-yl)-1H-pyrazolo[4,3-b]pyridine CC1=C(C=CC=C1C)N1N=C(C2=NC=C(C=C21)OC)C=2C=NC(=CC2)N2[C@@H]1CN([C@H](C2)C1)C